(1S,3S,5R)-5-(hydroxymethyl)-2-azabicyclo[3.1.0]hexane-2,3-dicarboxylic acid 3-benzyl ester 2-(tert-butyl) ester C(C)(C)(C)OC(=O)N1[C@H]2C[C@]2(C[C@H]1C(=O)OCC1=CC=CC=C1)CO